(R)-oxetan-3-yl(6-(4-(2-(2-(oxetan-3-yl)ethoxy)phenyl)piperidin-1-yl)-2-azaspiro[3.4]octan-2-yl)methanone O1CC(C1)C(=O)N1CC2(C1)C[C@@H](CC2)N2CCC(CC2)C2=C(C=CC=C2)OCCC2COC2